N1-(3,4-difluorophenyl)-5-fluoro-N1,2-dimethylbenzene-1,3-diamine FC=1C=C(C=CC1F)N(C1=C(C(=CC(=C1)F)N)C)C